4-Acetyloxy-2-methylenebutanoic acid C(C)(=O)OCCC(C(=O)O)=C